C(C1=CC=CC=C1)OC1=C2C[C@H](N(CC2=CC=C1OC)C=1OC2=C(N1)C=CC(=C2)OC)C(=O)O (S)-5-(benzyloxy)-6-methoxy-2-(6-methoxybenzo[d]oxazol-2-yl)-1,2,3,4-tetrahydroisoquinoline-3-carboxylic acid